(1s,4s)-4-((5-(1-(2,2-difluoroethyl)-4-fluoro-2-methyl-1H-benzo[d]imidazol-6-yl)-7H-pyrrolo[2,3-d]pyrimidin-2-yl)amino)-N,N-dimethylcyclohexane-1-carboxamide FC(CN1C(=NC2=C1C=C(C=C2F)C2=CNC=1N=C(N=CC12)NC1CCC(CC1)C(=O)N(C)C)C)F